C(=C)C1=CN=CC(=N1)N1CCC(CC1)C(=O)OCC ethyl 1-(6-vinylpyrazin-2-yl)piperidine-4-carboxylate